C(C)(=O)OCC\C=C\CCCCO (E)-8-hydroxy-3-octenyl acetate